ethyl 3-[2-[2-(3,4-difluoro-2-methyl-phenoxy)-3-quinolyl]-6-methyl-4-oxo-1H-pyridin-3-yl]prop-2-enoate FC=1C(=C(OC2=NC3=CC=CC=C3C=C2C=2NC(=CC(C2C=CC(=O)OCC)=O)C)C=CC1F)C